FC=1C=C(C=CC1)C1=CC(=CC=C1)[C@@H]1N(OCC1)C1=CC(=NC=N1)NC=1C(=CC(=C(C1)NC(C=C)=O)N1CC2(C1)CN(C2)S(=O)(=O)C)OC (R)-N-(5-((6-(3-(3'-fluoro-[1,1'-biphenyl]-3-yl)-isoxazolidin-2-yl)-pyrimidin-4-yl)-amino)-4-methoxy-2-(6-(methylsulfonyl)-2,6-diazaspiro-[3.3]heptan-2-yl)-phenyl)acrylamide